1-[2-(3-amino-1-piperidyl)-4-(4-fluorophenyl)cyclopentyl]-1H-1,2,3-triazole-4-carbonitrile NC1CN(CCC1)C1C(CC(C1)C1=CC=C(C=C1)F)N1N=NC(=C1)C#N